(2rs,3rs)-1-(4-chlorophenyl)-4,4-dimethyl-2-(1H-1,2,4-triazol-1-yl)pentan-3-ol ClC1=CC=C(C=C1)C[C@H]([C@@H](C(C)(C)C)O)N1N=CN=C1 |r|